ClC1=NC=C(C(=C1)C1=C(C=NC(=C1)C)C(=O)NC1=NN2C(S1)=NC(=C2)C2CC2)OC 2'-Chloro-N-(6-cyclopropylimidazo[2,1-b][1,3,4]thiadiazol-2-yl)-5'-methoxy-6-methyl-[4,4'-bipyridine]-3-carboxamide